ClC1=C(C=CC=C1C1=C(C(=NC=C1)C=1C=C2CNCC2=CC1)Cl)C1=CC=C(C(=N1)OC)CNC[C@@H]1CCC(N1)=O (S)-5-((((6-(2-chloro-3-(3-chloro-2-(isoindolin-5-yl)pyridin-4-yl)phenyl)-2-methoxypyridin-3-yl)methyl)amino)methyl)pyrrolidin-2-one